ClC=1N=C2C(=C(C(N(C2=CC1)C)=O)C#N)N1C[C@@H]([C@H](CC1)NC1=C(C=C(C=C1)Cl)O)C 6-Chloro-4-[(3S,4S)-4-(4-chloro-2-hydroxy-anilino)-3-methyl-1-piperidinyl]-1-methyl-2-oxo-1,5-naphthyridine-3-carbonitrile